4-((3'-(((4,6-Dimethyl-2-oxo-1,2-dihydropyridin-3-yl)methyl)carbamoyl)-5'-(ethyl(tetrahydro-2H-pyran-4-yl)amino)-4'-methyl-[1,1'-biphenyl]-4-yl)methyl)morpholin-4-ium chloride [Cl-].CC1=C(C(NC(=C1)C)=O)CNC(=O)C=1C=C(C=C(C1C)N(C1CCOCC1)CC)C1=CC=C(C=C1)C[NH+]1CCOCC1